CN1N=C2C(NC(C=C2)=O)=C1 2-methyl-2H-pyrazolo[4,3-b]Pyridin-5(4H)-one